C(CCCCCCC)C1CCC(O1)=O 5-octyloxolan-2-one